[Si](C)(C)(C(C)(C)C)OCC1=NC=CC(=C1F)C(=C)OCC 2-(((tert-butyldimethylsilyl)oxy)methyl)-4-(1-ethoxyvinyl)-3-fluoropyridine